SC(CC)S(=O)(=O)[O-].[K+] potassium mercaptopropanesulfonate